C(=O)(O)C1=CC=C(C=C1)C1=NNC(=C1CC(=O)NO)C1=CC=C(C(=O)O)C=C1 4-[3-(4-carboxyphenyl)-4-[2-(hydroxyamino)-2-oxo-ethyl]-1H-pyrazol-5-yl]Benzoic acid